C1(CC1)C=1C=C(OC=2C=NC3=CC=CC=C3C2C(=O)O)C=CC1 3-(3-cyclopropylphenoxy)quinoline-4-carboxylic acid